C(C)SC1=NC2=CC=CC=C2C(=C1C#N)NC1=CC(=CC=C1)[N+](=O)[O-] 2-ethylsulfanyl-3-cyano-4-(3-nitrophenyl)aminoquinoline